(S)-2-(4-bromophenyl)propionic acid BrC1=CC=C(C=C1)[C@@H](C(=O)O)C